tert-butyl 1-bromo-3-(trifluoromethyl)-5,6-dihydroimidazo[1,5-a]pyrazine-7(8H)-carboxylate BrC=1N=C(N2C1CN(CC2)C(=O)OC(C)(C)C)C(F)(F)F